[4-(6-bromo-4-hydroxy-2-methylindazol-3-yl)-2-(difluoromethoxy)-6-methoxyphenyl]-[3-hydroxy-3-(trifluoromethyl)azetidin-1-yl]methanone BrC=1C=C(C2=C(N(N=C2C1)C)C1=CC(=C(C(=C1)OC)C(=O)N1CC(C1)(C(F)(F)F)O)OC(F)F)O